COC(=O)C1CN(CCC1)C1=NC=NC2=CC=CC=C12 1-(quinazolin-4-yl)piperidine-3-carboxylic acid methyl ester